ClC1=C(C#N)C=CC(=C1)N1CC2(C[C@H]1C)CCN(CC2)C2=CC=C(C=C2)C(=O)N2CCC(CC2)CN2CC(N(CC2)C2=CC(=CC=C2)NC2C(NC(CC2)=O)=O)=O 2-Chloro-4-((3R)-8-(4-(4-((4-(3-((2,6-dioxo-piperidin-3-yl)amino)-phenyl)-3-oxopiperazin-1-yl)methyl)piperidine-1-carbonyl)phenyl)-3-methyl-2,8-diazaspiro[4.5]decan-2-yl)benzonitrile